O=C1OC2=CC(=CC=C2C(=C1)C1=C(C=CC=C1)C)O[C@@H](C(=O)O)C (R)-2-((2-oxo-4-(o-tolyl)-2H-chromen-7-yl)oxy)propanoic acid